2-chloro-4-methyl-6-(trifluoromethyl)pyridine-3-carboxylic acid ethyl ester C(C)OC(=O)C=1C(=NC(=CC1C)C(F)(F)F)Cl